5-((4-bromo-6-fluoro-1H-indol-5-yl)thio)-2-fluorobenzoic acid BrC1=C2C=CNC2=CC(=C1SC=1C=CC(=C(C(=O)O)C1)F)F